7-chloro-3-(((6-fluoro-1,4-dihydro-quinazolin-2-yl)thio)methyl)-5H-thiazolo[2,3-b]quinazoline ClC=1C=C2CN3C(=NC2=CC1)SC=C3CSC=3NC1=CC=C(C=C1CN3)F